The molecule is a diterpenoid that is hexadec-2-en-1-ol substituted by methyl groups at positions 3, 7, 11 and 15. It has a role as a plant metabolite, a schistosomicide drug and an algal metabolite. It is a diterpenoid and a long-chain primary fatty alcohol. C[C@@H](CCC[C@@H](C)CCC/C(=C/CO)/C)CCCC(C)C